1-[5-(3-{(1R)-1-[(6,7-dimethoxy-2-methylquinazolin-4-yl)amino]-ethyl}phenyl)-thiophen-2-yl]-ethanone COC=1C=C2C(=NC(=NC2=CC1OC)C)N[C@H](C)C=1C=C(C=CC1)C1=CC=C(S1)C(C)=O